ClC=1N=CC2=C(C=C(C(=C2C1)C(C)C)F)N1[C@@H]([C@H](C1)N(S(=O)(=O)C)C)C N-((2R,3S)-1-(3-Chloro-6-fluoro-5-isopropylisoquinolin-8-yl)-2-methylazetidin-3-yl)-N-methyl-methanesulfonamide